1-sulfoethyl-3-allyl-imidazole bisulfate S(O)(O)(=O)=O.S(=O)(=O)(O)C(C)C1=NC=CN1CC=C